C(C1=CC=CC=C1)OC1=C2C(=CC3=C1C=CC(O3)=O)OC=C2 4-Benzyloxy-7H-furo[3,2-g][1]benzopyran-7-one